[Si](C1=CC=CC=C1)(C1=CC=CC=C1)(C(C)(C)C)OCCC1=CC(=CC=2SC(=C(C21)C)C=2NC1=CC=CC=C1C2)C(=O)OCC Ethyl 4-(2-(tert-butyldiphenylsilyloxy)ethyl)-2-(1H-indol-2-yl)-3-methylbenzo[b]thiophene-6-carboxylate